CC=1N2C(SC1Br)=C(C=N2)C(=O)NC=2SC(=CC2C)C(NCCN2C(CCC2)(C)C)=O methyl-2-bromo-N-(5-((2-(2,2-dimethylpyrrolidin-1-yl)ethyl)carbamoyl)-3-methylthiophen-2-yl)pyrazolo[5,1-b]thiazole-7-carboxamide